(10z)-1-oxaheptadec-10-en-2-one OC(CCCCCCC\C=C/CCCCCC)=O